ethyl (2S)-2-(tert-butoxycarbonylamino)-3-(4-chlorophenyl)propanoate C(C)(C)(C)OC(=O)N[C@H](C(=O)OCC)CC1=CC=C(C=C1)Cl